(2S)-4-(2-Chloro-6-((7-Chloro-1-(methoxycarbonyl)-5-methyl-1,2,3,4-tetrahydronaphthalen-1-yl)methyl)-5-Nitropyrimidin-4-yl)-2-(cyanomethyl)piperazine-1-carboxylate ClC1=NC(=C(C(=N1)N1C[C@@H](N(CC1)C(=O)[O-])CC#N)[N+](=O)[O-])CC1(CCCC2=C(C=C(C=C12)Cl)C)C(=O)OC